bicyclo[2.2.2]oct-5-ene-2-methylamine C12C(CC(C=C1)CC2)CN